CC1(C2=NC=NC2=NC=N1)N ls-6-methyladenine